S1C=CC2=NC=CC(=C21)N2C=NC(=C2)N 1-(thieno[3,2-b]pyridin-7-yl)-1H-imidazol-4-amine